(3-chloro-4-(trifluoromethyl)phenyl)(4-(5-((2,2,2-trifluoroethyl)amino)isoxazol-3-yl)piperidin-1-yl)methanone ClC=1C=C(C=CC1C(F)(F)F)C(=O)N1CCC(CC1)C1=NOC(=C1)NCC(F)(F)F